COC1=C(C=CC=C1)C1=C(C=C(C=C1)CNC)NS(=O)(=O)C=1SC=CC1 N-(2'-methoxy-4-((methylamino)methyl)-[1,1'-biphenyl]-2-yl)thiophene-2-sulfonamide